tert-butyl 4-octadecanoylpiperazine-1-carboxylate C(CCCCCCCCCCCCCCCCC)(=O)N1CCN(CC1)C(=O)OC(C)(C)C